2,6-bis(hydroxy-2-ethoxy)naphthalene OC(C)OC1=CC2=CC=C(C=C2C=C1)OC(C)O